ClC1=NC(=CC(=N1)NC=1SC(=CN1)C=1N=NN(N1)C1=CC=CC=C1)CN1CCOCC1 N-(2-chloro-6-(morpholinomethyl)pyrimidin-4-yl)-5-(2-phenyl-2H-tetrazol-5-yl)thiazol-2-amine